C(C)N1C=NC(=C1C(=O)OC)C1(CC1)C(F)(F)F Methyl 3-ethyl-5-[1-(trifluoromethyl)cyclopropyl]imidazole-4-carboxylate